O=C(C(=O)O)CCCCC ketoenanthic acid